N1N=CC(=C1)C=C1CCN2C1=NC=1C(=CC(=CC1C2=O)F)[C@@H](C)NC=2C(=NC(=CC2)Cl)C(=O)OC methyl (R)-3-((1-(3-((1H-pyrazol-4-yl) methylene)-7-fluoro-9-oxo-1,2,3,9-tetrahydropyrrolo[2,1-b]quinazolin-5-yl) ethyl) amino)-6-chloropicolinate